OC1=C(C=C(C=C1)O)N1N=C2C(=N1)C=CC=C2 2-(2'-hydroxy-5'-hydroxyphenyl)-benzotriazole